C1=CC=CC=2C3=CC=CC=C3N(C12)CCCCCCP(O)(O)=O (6-(9H-carbazol-9-yl)hexyl)phosphonic acid